[C@H]12C[C@@H](CC[C@@H]2O1)NC(OCC1=CC=CC=C1)=O Benzyl ((1R,3R,6S)-7-oxabicyclo[4.1.0]heptan-3-yl)carbamate